C1=NS(C=CC2=C1C=CC=C2)NC(C2=CC=C(C=C2)C=2OC=CC2)=O N-(benzo[d][1,2]thiazepin-3-yl)-4-(furan-2-yl)benzamide